(2S)-5-(4-ethoxyphenyl)-2-hydroxy-pentanoic acid C(C)OC1=CC=C(C=C1)CCC[C@@H](C(=O)O)O